CC1=CC=CC(=N1)C1=C(N=CN1)C=1C=C2C=C(C=NC2=CC1)N1CC(NCC1)CC(=O)OCC(C)C isobutyl 2-[4-[6-[5-(6-methyl-2-pyridyl)-1H-imidazol-4-yl]-3-quinolyl]piperazin-2-yl]acetate